C(C)(C)(C)C1=CC(=NO1)NC(NC1=C(C(=O)NC2=NC=3C4=C(CCC3C=N2)C=C(C=C4)OC)C=CC=C1)=O (3-(5-(tert-butyl)isoxazol-3-yl)ureido)-N-(8-methoxy-5,6-dihydrobenzo[h]quinazolin-2-yl)benzamide